4-chloro-[2-(pyrrolidin-1-yldiazenyl)phenyl]boronic acid ClC1=CC(=C(C=C1)B(O)O)N=NN1CCCC1